N-(2-chloro-4-(trifluoromethyl)phenyl)-2',4'-difluoro-4-hydroxy-[1,1'-biphenyl]-3-carboxamide ClC1=C(C=CC(=C1)C(F)(F)F)NC(=O)C=1C=C(C=CC1O)C1=C(C=C(C=C1)F)F